1-(benzo[d][1,2,3]thiadiazole-6-yl)-3-(4-fluorophenyl)urea S1N=NC2=C1C=C(C=C2)NC(=O)NC2=CC=C(C=C2)F